C(#N)C1=C(C=C(C=C1)N1C(N(C(C1=O)(C)C)C1=CC(=C(C(=O)NCCCCCCN2CCN(CC2)C(=O)OC(C)(C)C)C=C1)F)=S)C(F)(F)F tert-butyl 4-(6-(4-(3-(4-cyano-3-(trifluoromethyl)phenyl)-5,5-dimethyl-4-oxo-2-thioxoimidazolidin-1-yl)-2-fluorobenzamido)hexyl)piperazine-1-carboxylate